tert-butyl 4-(5-(4'-acetamido-2-methoxy-[1,1'-biphenyl]-3-yl)isoxazol-3-yl)piperazine-1-carboxylate C(C)(=O)NC1=CC=C(C=C1)C1=C(C(=CC=C1)C1=CC(=NO1)N1CCN(CC1)C(=O)OC(C)(C)C)OC